C(CCC)C(C=C)C 3-butylbutene